C=C1C(C(=C(C2=CC=CC=C12)C(=O)[O-])O)O methylene-bis-hydroxynaphthoate